C(=O)(O)C(CCCCCN(CC=1C=C(C=CC1)CC(C(=O)O)C1CNCC1)CC=1C=C(C=CC1)CC(C(=O)O)C1CNCC1)C1CNCC1 3,3'-((((6-carboxy-6-(pyrrolidin-3-yl)hexyl)azanediyl)bis(methylene))bis(3,1-phenylene))bis(2-(pyrrolidin-3-yl)propanoic acid)